[Si](C1=CC=CC=C1)(C1=CC=CC=C1)(C(C)(C)C)OCC1N(C(=CCC1(C)C)B1OC(C(O1)(C)C)(C)C)C(=O)OC(C)(C)C tert-butyl 2-[[tert-butyl(diphenyl)silyl]oxymethyl]-3,3-dimethyl-6-(4,4,5,5-tetramethyl-1,3,2-dioxaborolan-2-yl)-2,4-dihydropyridine-1-carboxylate